2-(7-((2S,5R)-2,5-dimethyl-4-((S)-1-(3-methylquinoxalin-6-yl)ethyl)piperazin-1-yl)-5-oxo-4,5-dihydro-2H-pyrazolo[4,3-b]pyridin-2-yl)acetonitrile C[C@@H]1N(C[C@H](N(C1)[C@@H](C)C=1C=C2N=C(C=NC2=CC1)C)C)C=1C=2C(NC(C1)=O)=CN(N2)CC#N